tert-butyl 4-(5-(chloromethyl)-2-methoxy-6-(2-((methylsulfonyl)oxy)ethyl)pyridin-3-yl)piperidine-1-carboxylate ClCC=1C=C(C(=NC1CCOS(=O)(=O)C)OC)C1CCN(CC1)C(=O)OC(C)(C)C